NC=1N=C2N(C=C(C=C2)C=2C(=C3C=CNC3=CC2)C)C1C(=O)[C@H]1[C@@H](C1)F (2-amino-6-(4-methyl-1H-indol-5-yl)imidazo[1,2-a]pyridin-3-yl)((1S,2R)-2-fluorocyclopropyl)methanone